C(C)OC1CN(C1)[C@@H]1[C@@H](CCCCC1)OC=1C=C2CN(C(C2=CC1)=O)C1C(NC(CC1)=O)=O 3-(5-(((1R,2S)-2-(3-ethoxyazetidin-1-yl)cycloheptyl)oxy)-1-oxoisoindolin-2-yl)piperidine-2,6-dione